tantalum-niobium-magnesium-cerium-lanthanum [La].[Ce].[Mg].[Nb].[Ta]